C(C)(C)(C)OC(=O)N([C@@H](C(C1=CN(C2=CC=CC=C12)C)(C)C)C(=O)N[C@@H](C(C)(C)C)C(=O)N(C)[C@@H](C(C)C)\C=C(\C(=O)ON1C(CCC1=O)=O)/C)C N-(tert-butoxycarbonyl)-N,β,β,1-tetramethyl-L-tryptophanyl-N-{(3S,4E)-6-[(2,5-dioxopyrrolidin-1-yl)oxy]-2,5-dimethyl-6-oxohex-4-en-3-yl}-N,3-dimethyl-L-valinamide